FC1=C(CN2CCC(CC2)(F)\C=C\2/CC3=C(S2(=O)=O)C=C(C(=C3)OC)OC)C=CC(=C1)F (E)-2-((1-(2,4-difluorobenzyl)-4-fluoropiperidin-4-yl)methylene)-5,6-dimethoxy-2,3-dihydrobenzo[b]thiophene 1,1-dioxide